(E)-N'-[8-fluoro-6-[7-fluoro-2-(oxan-2-yl)indazole-4-carbonyl]quinolin-5-yl]-N,N-dimethylmethanimidamide FC=1C=C(C(=C2C=CC=NC12)/N=C/N(C)C)C(=O)C=1C2=CN(N=C2C(=CC1)F)C1OCCCC1